4-Methyl-2-phenyl-2-Pentenal CC(C=C(C=O)C1=CC=CC=C1)C